NC1=C(C=C(C=C1)NCCCN1C=NC=C1)C N-(4-amino-3-methylphenyl)-N-[3-(1H-imidazol-1-yl)-propyl]amine